(tert-butyl)-5-(1-(benzenesulfonyl)-1H-pyrrolo[2,3-b]pyridin-3-yl)pyrazolo[1,5-a]quinazoline C(C)(C)(C)C1=NN2C(N=C(C3=CC=CC=C23)C2=CN(C3=NC=CC=C32)S(=O)(=O)C3=CC=CC=C3)=C1